ClC1=CC=C(C=C1)N(C(OC(C)(C)C)=O)C([2H])([2H])[2H] tert-butyl (4-chlorophenyl)(methyl-d3)carbamate